C(#N)C=1C=C(C=CC1)C1=CNC=2N=CN=C(C21)C=2CC(CCC2)NC(C=C)=O N-(3-{5-{3-Cyanophenyl}-7H-pyrrolo[2,3-d]pyrimidin-4-yl}cyclohex-3-en-1-yl)acrylamide